N-(2-(4-((1-(difluoromethoxy)isoquinolin-5-yl)sulfonyl)piperazin-1-yl)-2-oxoethyl)acrylamide FC(OC1=NC=CC2=C(C=CC=C12)S(=O)(=O)N1CCN(CC1)C(CNC(C=C)=O)=O)F